4-(4-(2,5-Diazabicyclo[2.2.2]octan-2-yl)-8-fluoro-2-(((2S,7aR)-2-fluorotetrahydro-1H-pyrrolizin-7a(5H)-yl-5,5-d2)methoxy)pyrido[4,3-d]pyrimidin-7-yl)-5-ethyl-6-fluoronaphthalen-2-ol C12N(CC(NC1)CC2)C=2C1=C(N=C(N2)OC[C@@]23CCC(N3C[C@H](C2)F)([2H])[2H])C(=C(N=C1)C1=CC(=CC2=CC=C(C(=C12)CC)F)O)F